ClC=1C=C(C=CC1)C1=NC(=CC=C1CO)N1C=NC2=C1C=C(C(=C2)OC)OC [2-(3-chlorophenyl)-6-(5,6-dimethoxybenzimidazol-1-yl)-3-pyridyl]methanol